C(C1=CC=CC=C1)(=S)SC1=C(C=CC=C1)C(C)C cumenyl dithiobenzoate